N1=C(C=NC=C1)C1=CC=C(C(=O)O)C=C1 4-(pyrazin-2-yl)benzoic acid